Tert-butyl 2-(1-((3-bromo-2-chlorophenyl) thio) cyclopropyl)-1-methyl-1,4,6,7-tetrahydro-5H-imidazo[4,5-c]Pyridine-5-carboxylate BrC=1C(=C(C=CC1)SC1(CC1)C=1N(C2=C(CN(CC2)C(=O)OC(C)(C)C)N1)C)Cl